6-(4-[[3-([1-[6-oxo-5-(trifluoromethyl)-1,6-dihydropyridazin-4-yl]piperidin-2-yl]methoxy)phenyl]carbonyl]piperazin-1-yl)pyridine-3-carbonitrile O=C1C(=C(C=NN1)N1C(CCCC1)COC=1C=C(C=CC1)C(=O)N1CCN(CC1)C1=CC=C(C=N1)C#N)C(F)(F)F